C1(=CC=CC=C1)S(=O)(=O)N1C=CC2=C(C(=C(C=C12)F)OC=1C=CC(=C(C#N)C1)CBr)F 5-[1-(benzenesulfonyl)-4,6-difluoro-indol-5-yl]oxy-2-(bromomethyl)benzonitrile